N-acroyl-S-tritylcystein C(=O)(C=C)N[C@@H](CSC(C1=CC=CC=C1)(C1=CC=CC=C1)C1=CC=CC=C1)C(=O)O